ClC=1C=C(C=CC1Cl)C=1SC=C(N1)NC(CN1CCN(CC1)C(=O)OC(C)(C)C)=O tert-butyl 4-(2-((2-(3,4-dichlorophenyl)thiazol-4-yl)amino)-2-oxoethyl)piperazine-1-carboxylate